4-(4-((5-cyclopropyl-3-(2,6-dichlorophenyl)isoxazol-4-yl)methoxy)piperidin-1-yl)benzonitrile C1(CC1)C1=C(C(=NO1)C1=C(C=CC=C1Cl)Cl)COC1CCN(CC1)C1=CC=C(C#N)C=C1